24-Norursa-3,12-diene CC1CCC2(CCC3(C(=CCC4C3(CCC5C4(CCC=C5C)C)C)C2C1C)C)C